methyl 1-phenyl-5-(prop-2-yl)-1H-pyrazole-4-carboxylate C1(=CC=CC=C1)N1N=CC(=C1C(C)C)C(=O)OC